C[C@H]1N([C@H](CN(C1)C1=NC=C(N=C1)C(F)(F)F)C)C(=O)OC1CC2(CN(C2)C(C=2C(=C(C(=CC2)[2H])[2H])[2H])([2H])[2H])C1 2-[(2H5)benzyl]-2-azaspiro[3.3]heptan-6-yl (2R,6S)-2,6-dimethyl-4-[5-(trifluoromethyl)pyrazin-2-yl]piperazine-1-carboxylate